dibromoplatinum (II) Br[Pt]Br